CN(C(=O)C1=CC=C(S1)S(=O)(=O)Cl)C 5-(dimethylcarbamoyl)thiophene-2-sulfonyl chloride